[Si](C)(C)(C(C)(C)C)OCCN(C(OC(C)(C)C)=O)C([2H])([2H])[2H] tert-butyl (2-((tert-butyldimethylsilyl)oxy)ethyl)(methyl-d3)carbamate